FC(COC(NC(CNC(C1=CC=C(C=C1)C)=O)C(C)C)=O)(F)F 2,2,2-trifluoroethyl-{3-methyl-1-[(4-methylbenzoyl)amino]butan-2-yl}carbamate